CN(C1CCC(CC1)NC1=NC=2N(C(C(=NC2C=N1)C=1C=CC(=NC1)NS(=O)(=O)CCC(C)(F)F)=O)C(C)C)C N-[5-[2-[[4-(Dimethylamino)cyclohexyl]amino]-8-isopropyl-7-oxo-pteridin-6-yl]-2-pyridyl]-3,3-difluoro-butane-1-sulfonamide